CC1(CN(C1)C(C=C)=O)C=1C=C2C(=NC=NC2=CC1)NC1=C(C(=C(C=C1)F)F)F 1-(3-Methyl-3-(4-((2,3,4-trifluorophenyl)amino)quinazolin-6-yl)azetidin-1-yl)prop-2-en-1-one